4-(4-Fluoro-2-oxo-2,3-dihydro-1H-1,3-benzodiazol-1-yl)-N-(4-iodophenyl)piperidine-1-carboxamide FC1=CC=CC=2N(C(NC21)=O)C2CCN(CC2)C(=O)NC2=CC=C(C=C2)I